(4'-chloro[1,1'-biphenyl]-2-yl)boronic acid ClC1=CC=C(C=C1)C1=C(C=CC=C1)B(O)O